ClCC(C)(C1=CC=CC=C1)C 1-chloro-2-methyl-2-phenylpropan